3-(4-((1R,5S)-3,8-diazabicyclo[3.2.1]octan-3-yl)-8-fluoro-2-(((2R,7aS)-2-fluorotetrahydro-1H-pyrrolizin-7a(5H)-yl)methoxy)quinazolin-7-yl)-5-fluoro-4-cyclopropylaniline [C@H]12CN(C[C@H](CC1)N2)C2=NC(=NC1=C(C(=CC=C21)C=2C=C(N)C=C(C2C2CC2)F)F)OC[C@]21CCCN1C[C@@H](C2)F